C(N)(OC(C(CC(CCOC(N)=O)C)(C)C)CCOC(C=C)=O)=O acryloyloxyethyl-2,2,4-trimethylhexamethylene dicarbamate